(R,S)-2-(2,5-dioxopyrrolidin-1-yl-3,3,4,4-d4)-N-((phenyl-d5)methyl)propanamide O=C1N(C(C(C1([2H])[2H])([2H])[2H])=O)[C@@H](C(=O)NCC1=C(C(=C(C(=C1[2H])[2H])[2H])[2H])[2H])C